2-[(piperidin-4-yl)methoxy]-6-(trifluoromethyl)pyridine hydrochloride Cl.N1CCC(CC1)COC1=NC(=CC=C1)C(F)(F)F